CN(C=C(C=O)S(=O)(=O)CC)C 3-(dimethylamino)-2-(ethylsulfonyl)prop-2-en-1-one